N-(3-cyclopropylsulfanylphenyl)carbamic acid tert-butyl ester C(C)(C)(C)OC(NC1=CC(=CC=C1)SC1CC1)=O